O1N=CC(=C1)C(=O)N 1,2-oxazole-4-carboxamide